OC[C@H](C1=CC=CC=C1)NC1=NC(=NC=C1C1=NC(=NO1)C=1C=NC=CC1)NC1=CC=C2C(=N1)N(N(C2=O)CCC)C(C)C (S)-6-((4-((2-hydroxy-1-phenylethyl)amino)-5-(3-(pyridin-3-yl)-1,2,4-oxadiazol-5-yl)pyrimidin-2-yl)amino)-1-isopropyl-2-propyl-1,2-dihydro-3H-pyrazolo[3,4-b]pyridin-3-one